5-(4-((7-ethyl-6-oxo-5,6-dihydro-1,5-naphthyridin-3-yl)methyl)piperazin-1-yl)-N-(2-methoxyethyl)pyridinecarboxamide C(C)C=1C(NC=2C=C(C=NC2C1)CN1CCN(CC1)C=1C=CC(=NC1)C(=O)NCCOC)=O